OCCN1CCN(CC1)CCNC=C1C(NC2=C(C=CC=C2C1=O)C(F)(F)F)=O 3-(((2-(4-(2-hydroxyethyl)piperazin-1-yl)ethyl)amino)methylene)-8-(trifluoromethyl)quinoline-2,4(1H,3H)-dione